2-[(Dimethylamino)methyl]phenylgold(III) CN(C)CC1=C(C=CC=C1)[Au+2]